COC1=CC=C(C=N1)C=NO (3E)-6-methoxypyridine-3-carbaldehyde oxime